tert-Butyl 7-[[6-(difluoromethoxy)-3-pyridyl]methylene]-2-azaspiro[3.5]nonane-2-carboxylate FC(OC1=CC=C(C=N1)C=C1CCC2(CN(C2)C(=O)OC(C)(C)C)CC1)F